(R) or (S)-N'-((2-cyclopropyl-3-methyl-6,7-dihydro-5H-cyclopenta[b]pyridin-4-yl)carbamoyl)-2-(2-hydroxypropan-2-yl)thiazole-5-sulfonimidamide C1(CC1)C1=C(C(=C2C(=N1)CCC2)NC(=O)N=[S@](=O)(N)C2=CN=C(S2)C(C)(C)O)C |o1:16|